C(C=C)(=O)O.NCC(C)(C)CN di(aminomethyl)propane acrylate